Ethyl (1S,2R,3S,4R,5S)-4-(2-Chloro-6-(((S)-cyclobutyl(cyclopropyl)methyl)amino)-9H-purin-9-yl)-2,3-dihydroxybicyclo[3.1.0]hexane-1-carboxylate ClC1=NC(=C2N=CN(C2=N1)[C@H]1[C@@H]([C@@H]([C@@]2(C[C@H]12)C(=O)OCC)O)O)N[C@@H](C1CC1)C1CCC1